COC=1C=C(C=NC1)N1N=CC=C1 1-(5-methoxypyridin-3-yl)-1H-pyrazol